3-Isopropyl-5-((4-methoxybenzyl)thio)-1-(4-(trifluoromethyl)phenyl)-1H-indazole C(C)(C)C1=NN(C2=CC=C(C=C12)SCC1=CC=C(C=C1)OC)C1=CC=C(C=C1)C(F)(F)F